3-(5-tert-butyl-2-methylpyrazole-3-carbonyl)-4-chlorobenzonitrile C(C)(C)(C)C=1C=C(N(N1)C)C(=O)C=1C=C(C#N)C=CC1Cl